CC=1SC(=C(N1)C)CN1C(N(C(C2=CC(=CC=C12)S(=O)(=O)NC1(COC1)C)=O)CC1=CN=C(S1)C)=O 1-((2,4-dimethylthiazol-5-yl)methyl)-N-(3-methyloxetan-3-yl)-3-((2-methylthiazol-5-yl)methyl)-2,4-dioxo-1,2,3,4-tetrahydroquinazoline-6-sulfonamide